C(CC=C)N1C(N=CC2=CC=C(C(=C12)C)C)=O N-but-3-enyl-7,8-dimethylquinazolinone